2-[[1-[2-(4-chlorophenyl)acetyl]piperidin-4-yl]methyl]-6-pyrazol-1-ylpyridazin-3-one ClC1=CC=C(C=C1)CC(=O)N1CCC(CC1)CN1N=C(C=CC1=O)N1N=CC=C1